1'-(1,2-phenylenebis(oxy))bis(undecan-1-ol) C1(=C(C=CC=C1)OCCCCCCCCCCCO)OCCCCCCCCCCCO